(2,4,4-trimethylpentan-2-yl)phenoxylethanol CC(C)(CC(C)(C)C)C(C)(O)OC1=CC=CC=C1